C1(=CC=C(C=C1)OC1=CC=C(C=C1)C(C#C)=O)OC1=CC=C(C=C1)C(C#C)=O 1,1'-((1,4-phenylenebis(oxy))bis(4,1-phenylene))bis(prop-2-yn-1-one)